2-(2'-methoxy-5'-octylphenyl)-1,3,3-trimethylbicyclo[2.2.1]heptan-2-ol COC1=C(C=C(C=C1)CCCCCCCC)C1(C2(CCC(C1(C)C)C2)C)O